NC1=NC(N(C=C1F)[C@H]1C[C@H]2[C@@](O1)(C=CO2)CO)=O 4-amino-5-fluoro-1-((2R,3aS,6aR)-6a-(hydroxymethyl)-2,3,3a,6a-tetrahydrofuro[3,2-b]furan-2-yl)pyrimidin-2(1H)-one